OC(CC1=NNC(N1)=O)CNC1=C(C=CC=C1)OC 3-[2-hydroxy-3-(2-methoxyphenylamino)propyl]-1H-1,2,4-triazol-5(4H)-one